ClC1=CC=C(C(=C1)NC=1C(=NC=CC1)OC)N 5-Chloro-N1-(2-methoxypyridin-3-yl)benzene-1,2-diamine